2-((4-chloro-5-(7-((4-(methylsulfonyl)phenyl)amino)-2,6-naphthyridin-1-yl)-2H-indazol-2-yl)methyl)-1,1,1,3,3,3-hexafluoropropan-2-ol ClC=1C2=CN(N=C2C=CC1C1=NC=CC2=CN=C(C=C12)NC1=CC=C(C=C1)S(=O)(=O)C)CC(C(F)(F)F)(C(F)(F)F)O